(R)-benzyl 2-(((benzyloxy)carbonyl)amino)-3-(3-fluoro-5-(1-propyl-4-(trifluoromethyl)-1H-pyrazol-5-yl)benzamido)propanoate C(C1=CC=CC=C1)OC(=O)N[C@@H](C(=O)OCC1=CC=CC=C1)CNC(C1=CC(=CC(=C1)C1=C(C=NN1CCC)C(F)(F)F)F)=O